N-[4-(5-cyclopropyl-4-oxo-4,5,6,7-tetrahydro-1H-pyrrolo[3,2-c]pyridin-2-yl)pyridin-2-yl]acetamide C1(CC1)N1C(C2=C(CC1)NC(=C2)C2=CC(=NC=C2)NC(C)=O)=O